NC1=NC=C(C=C1C=1N=C(C2=CC=CC=C2C1)N(C)C)C1=CC(=C(C(=C1)C)N1CCN(CC1)C)C (2-amino-5-(3,5-dimethyl-4-(4-methylpiperazin-1-yl)phenyl)pyridin-3-yl)-N,N-dimethylisoquinolin-1-amine